3,5-diamino-4-cyanopyrazole NC1=NNC(=C1C#N)N